C(C)(C)(C)OC(=O)N1C[C@]([C@H](C1)CC=C)(C(=O)OCC1=CC=CC=C1)NC(=O)OCC1=CC=CC=C1 (3R,4S)-4-allyl-3-(((benzyloxy)carbonyl)amino)pyrrolidine-1,3-dicarboxylic acid 3-benzyl 1-(tert-butyl) ester